C[C@@H]1COCCN1C1=CC(=C(N=N1)C#N)C1CCOCC1 (R)-6-(3-methylmorpholino)-4-(tetrahydro-2H-pyran-4-yl)pyridazine-3-carbonitrile